FC(C(F)F)OC(CF)F 1,2-difluoroethyl 1,2,2-trifluoroethyl ether